(2-bromo-4-methylphenyl)-2-(4-((6,7-dimethoxyquinazolin-4-yl)oxy)-2,6-difluorophenyl)-2-oxoacetamide BrC1=C(C=CC(=C1)C)NC(C(=O)C1=C(C=C(C=C1F)OC1=NC=NC2=CC(=C(C=C12)OC)OC)F)=O